ClC1=C(C=CC(=C1)C#C)CNC(=O)[C@H]1NC[C@@H](C1)O (2S,4R)-N-[(2-chloro-4-ethynylphenyl)methyl]-4-hydroxypyrrolidine-2-carboxamide